2-(1-(2-fluoroethyl)-1H-pyrazol-4-yl)-1-p-toluenesulfonyl-1H-pyrrole FCCN1N=CC(=C1)C=1N(C=CC1)S(=O)(=O)C1=CC=C(C)C=C1